1,4,5,6-Tetrahydrocyclopenta[c]pyrazole-3-amine N1N=C(C2=C1CCC2)N